CSCN1C=CC2=CC(=CC=C12)NC(NC1=C(C2=C(S1)CCCCC2)C(=O)OCC)=O ethyl 2-(3-(1-((methylthio)methyl)-1H-indol-5-yl)ureido)-5,6,7,8-tetrahydro-4H-cyclohepta[b]thiophene-3-carboxylate